F[P-](F)(F)(F)(F)F.C1(=CC=CC=C1)[N+]1=CN(C2=C1C=CC=C2)C2=NC(=CC=C2)OC2=CC=1N(C3=CC=CC=C3C1C=C2)C2=CC=CC=C2 3-phenyl-1-(6-((9-phenyl-9H-carbazol-2-yl)oxy)pyridin-2-yl)-1H-benzo[d]imidazol-3-ium hexafluorophosphate